(S)-6-(1-amino-1,3-dihydrospiro[indene-2,4'-piperidin]-1'-yl)-3-(1-(2-chlorophenyl)cyclopropyl)-1,5-dihydro-4H-pyrazolo[3,4-d]pyrimidin-4-one N[C@@H]1C2=CC=CC=C2CC12CCN(CC2)C=2NC(C1=C(N2)NN=C1C1(CC1)C1=C(C=CC=C1)Cl)=O